BrC1=CC=C(C=C1)/C=C/C(=O)OC1=C(C=C(C=C1)C1SCCCS1)Br (E)-2-bromo-4-(1,3-dithian-2-yl)phenyl 3-(4-bromophenyl)acrylate